1-[4-(2-hydroxyethyl)phenyl]-3-[(4-methoxyphenyl)methyl]-hexahydropyrimidine-2,4-dione OCCC1=CC=C(C=C1)N1C(N(C(CC1)=O)CC1=CC=C(C=C1)OC)=O